aluminum hydrophosphate P(=O)([O-])([O-])O.[Al+3].P(=O)([O-])([O-])O.P(=O)([O-])([O-])O.[Al+3]